chloromethyl 4-methylpentanoate CC(CCC(=O)OCCl)C